(2R)-2-(6-{5-chloro-2-[(oxacyclohex-4-yl)amino]pyrimidin-4-yl}-1-oxo-2,3-dihydro-1H-isoindol-2-yl)-N-[(1S)-2-hydroxy-1-(3-methoxyphenyl)ethyl]propionamide ClC=1C(=NC(=NC1)NC1CCOCC1)C1=CC=C2CN(C(C2=C1)=O)[C@@H](C(=O)N[C@H](CO)C1=CC(=CC=C1)OC)C